BrCC=1C=NC(=NC1)N1C(NC(CC1)=O)=O 1-(5-(bromomethyl)pyrimidin-2-yl)dihydropyrimidine-2,4(1H,3H)-dione